COC(=O)C1=C2C(=NC(=C1)C1=CN=CS1)C=NN2 5-(thiazol-5-yl)-1H-pyrazolo[4,3-b]pyridine-7-carboxylic acid methyl ester